FC(C(=O)O)(F)F.C([2H])([2H])([2H])N(CCN1N=C(C=C1)S(=O)(=O)N)C([2H])([2H])[2H] 1-(2-(Bis(methyl-d3)amino)ethyl)-1H-pyrazole-3-sulfonamide, 2,2,2-trifluoroacetate salt